2-(dicyclohexylphosphino)ferrocene C1(CCCCC1)P(C=1[CH-]C=CC1)C1CCCCC1.[CH-]1C=CC=C1.[Fe+2]